C(C)C1=CC(=C(S1)C)C1=NC=CC2=C1NC1=CC=CC=C21 1-(5-ethyl-2-methylthiophene-3-yl)-9H-pyrido[3,4-b]indole